C(C1=CC=CC=C1)OC1=CC=C(NCCC)C=C1 4-(benzyloxy)-N-propylaniline